4-[4-[[3-(5-Hydroxypyridin-3-yl)-5-(trifluoromethoxy)phenyl]methyl]piperazin-1-yl]-N-propylbenzamide OC=1C=C(C=NC1)C=1C=C(C=C(C1)OC(F)(F)F)CN1CCN(CC1)C1=CC=C(C(=O)NCCC)C=C1